2-[2-[[7-(5-methyl-1,2,4-oxadiazol-3-yl)-1-isoquinolinyl]amino]ethyl]-6-(propylamino)isoindolin-1-one CC1=NC(=NO1)C1=CC=C2C=CN=C(C2=C1)NCCN1C(C2=CC(=CC=C2C1)NCCC)=O